C[C@H]1CN(CCN1)CC1=CN=C2C(=NC(=NN21)OC(C)CCC)N 7-(((S)-3-methylpiperazin-1-yl)methyl)-2-(pent-2-yloxy)imidazo[2,1-f][1,2,4]triazin-4-amine